ClC1=C(C=C2C(=C(N(C2=C1F)C)C=1NC(=NN1)[C@@H](C)N(C)C)C=1C=NNC1)OC (R)-1-(5-(6-chloro-7-fluoro-5-methoxy-1-methyl-3-(1H-pyrazol-4-yl)-1H-indol-2-yl)-4H-1,2,4-triazol-3-yl)-N,N-dimethylethan-1-amine